4-methoxybenzothioxazole COC1=CC=CC2=C1NOS2